OC[C@H](C1=CC=CC=C1)NC1=NC(=NC=C1C1=NC(=NO1)C1=NC=CC=C1)NC1=CC=C2C(=N1)C(OB2O)(C)C (S)-5-((4-((2-hydroxy-1-phenylethyl)amino)-5-(3-(pyridin-2-yl)-1,2,4-oxadiazol-5-yl)pyrimidin-2-yl)amino)-3,3-dimethyl-[1,2]oxaborolo[4,3-b]pyridin-1(3H)-ol